CN1C=2N(C=CC1=O)C(=CN2)S(=O)(=O)Cl 8-methyl-7-oxo-7,8-dihydroimidazo[1,2-a]pyrimidine-3-sulfonyl chloride